NC1=CC=C(C=C1)NC(N)(N)N (4-aminophenyl)methanetetraamine